CC1=CSC2=C1CC[C@@H](C2)N (S)-3-methyl-4,5,6,7-tetrahydrobenzothiophen-6-amine